N1C=NC2=C1C=CC=C2S(=O)(=O)N 1H-benzo[d]imidazole-4-sulfonamide